1-(4-bromobenzyl)-6-methylpyridin-2(1H)-one BrC1=CC=C(CN2C(C=CC=C2C)=O)C=C1